C(CC(=O)C)(=O)NC1=C(C=CC=C1CC)C N-acetoacetyl-2-methyl-6-ethylaniline